((2r,3s)-2-methylazetidin-3-yl)methanesulfonamide trifluoroacetate salt FC(C(=O)O)(F)F.C[C@H]1NC[C@@H]1CS(=O)(=O)N